NC1(CCN(CC1)C1C(OC(=C1)SC1=C(C=C(C=C1)Cl)Cl)=O)C 4-amino-4-methylpiperidin-1-yl-5-(2,4-dichlorophenylthio)furan-2-one